4-(2-ethoxyphenyl)-2,4,7-trimethyloct-6-enal C(C)OC1=C(C=CC=C1)C(CC(C=O)C)(CC=C(C)C)C